[Cu+2].NCCNC(C=C)=O N-(2-aminoethyl)acrylamide copper (ii)